COC=1C(=NC=NC1N1CCOCC1)NC1=NNC(=C1)C 5-methoxy-N-(5-methyl-1H-pyrazol-3-yl)-6-morpholinopyrimidin-4-amine